3-((5-(5-(difluoromethyl)-1,3,4-oxadiazol-2-yl)pyridin-2-yl)methyl)-1-(3'-fluoro-[1,1'-biphenyl]-4-yl)-5,5-dimethylimidazolidin-2,4-dione FC(C1=NN=C(O1)C=1C=CC(=NC1)CN1C(N(C(C1=O)(C)C)C1=CC=C(C=C1)C1=CC(=CC=C1)F)=O)F